4-[[5-[5-(trifluoromethyl)-2-pyridinyl]tetrazol-2-yl]methyl]benzohydroxamic acid FC(C=1C=CC(=NC1)C=1N=NN(N1)CC1=CC=C(C(=O)NO)C=C1)(F)F